BrC1=CC=C(CC(C(=O)N)=C)C=C1 (4-bromobenzyl)acrylamide